N-(cyanomethyl)-4-(1-((5-fluoropyridin-2-yl)methyl)-1H-1,2,3-triazol-4-yl)benzenesulfonamide C(#N)CNS(=O)(=O)C1=CC=C(C=C1)C=1N=NN(C1)CC1=NC=C(C=C1)F